N1C=NC=C1CN imidazol-5-ylmethylamine